Boc-3-pyrrolidone C(=O)(OC(C)(C)C)N1CC(CC1)=O